FC=1C=C(C=CC1C=1NC(C=CC1)=O)NC([C@H](C(C1=CC=CC=C1)C1=CC=CC=C1)NC(=O)C1=CC=NN1C)=O (S)-N-(1-((3-fluoro-4-(6-oxo-1,6-dihydropyridin-2-yl)phenyl)amino)-1-oxo-3,3-diphenylpropan-2-yl)-1-methyl-1H-pyrazole-5-carboxamide